C(C)(C)(C)OC(NC1(CC1)C1=NN(C=N1)C1CC2(CNC2)C1)=O N-[1-[1-(2-azaspiro[3.3]heptan-6-yl)-1,2,4-triazol-3-yl]cyclopropyl]carbamic acid tert-butyl ester